C1=CC=CC=2C3=CC=CC=C3N(C12)C=1C=C(C=CC1)C=1C=C2C(=NC1)OC1=C2C=CC=C1 3-(3-(9H-carbazol-9-yl)phenyl)benzofuro[2,3-b]pyridine